FC1=CC2=C(C(=CO2)C2CCNCC2)C=C1 4-(6-fluorobenzofuran-3-yl)piperidine